4-(dimethylamino)-butyrate CN(CCCC(=O)[O-])C